5-(5-chloro-6-piperazin-1-yl-3-pyridyl)pent-4-yn-1-amine ClC=1C=C(C=NC1N1CCNCC1)C#CCCCN